4,11-Diamino-2-(N,N-dimethylaminopropyl)naphtho[2,3-f]isoindole-1,3,5,10-tetrone NC1=C2C(=C(C=3C(N(C(C13)=O)CCCN(C)C)=O)N)C(C1=CC=CC=C1C2=O)=O